N-(7-methoxy-4-(2-phenylpyrrolidin-1-yl)quinazolin-6-yl)-1-(trifluoromethyl)-1H-pyrazole-4-carboxamide COC1=C(C=C2C(=NC=NC2=C1)N1C(CCC1)C1=CC=CC=C1)NC(=O)C=1C=NN(C1)C(F)(F)F